4-chloro-2-(9-phenanthryl)pyridine ClC1=CC(=NC=C1)C=1C2=CC=CC=C2C=2C=CC=CC2C1